C(CCCCCCCCCCCCCCCCC)(=O)O.C(CCCCCCCCCCCCCCCCC)(=O)O.C(CCCCCCCCCCC)(=O)N[C@@H](CCC(=O)O)C(=O)O N-lauroyl-L-glutamic acid distearate